ClC1=C(C=C(C(=O)NCC2=NC=C3C=CC(=NC3=C2)C2=NC(=CC=C2)N2C[C@@H](O[C@@H](C2)C)C)C=C1)S(=O)(=O)C 4-chloro-N-((2-(6-((cis)-2,6-dimethylmorpholino)pyridin-2-yl)-1,6-naphthyridin-7-yl)methyl)-3-(methylsulfonyl)benzamide